C(C)C(N(C(=O)C=1C(NC=CC1)=S)C)C(=O)OCCCOC1COC(OC1)CCCCCCCCCCCCCCC 3-((2-pentadecyl-1,3-dioxan-5-yl)oxy)propan-1-ol Ethyl-N-methyl-N-[(2-thioxo-1,2-dihydropyridin-3-yl)carbonyl]glycinate